1-(1-(3-Chloro-5-(trifluoromethyl)pyridin-2-yl)azepan-4-yl)-3-(pyridin-3-yl)thiourea ClC=1C(=NC=C(C1)C(F)(F)F)N1CCC(CCC1)NC(=S)NC=1C=NC=CC1